1-[2-cyano-6-(trifluoromethyl)pyridin-3-yl]-4-{2'-ethoxy-[2,3'-bipyridinyl]-5-yl}-N-[(3R)-1-methylpyrrolidin-3-yl]piperidine-4-carboxamide C(#N)C1=NC(=CC=C1N1CCC(CC1)(C(=O)N[C@H]1CN(CC1)C)C=1C=CC(=NC1)C=1C(=NC=CC1)OCC)C(F)(F)F